COC1=C(C=O)C=CC=C1C 2-METHOXY-3-METHYLBENZALDEHYDE